Dihydroxybenzene-3,5-disulfonic acid disodium salt hydrate O.[Na+].[Na+].OC1=C(C=C(C(=C1)O)S(=O)(=O)[O-])S(=O)(=O)[O-]